C(C)(C)(C)C1=CC(=NO1)N1C(N(C(C1O)OCC)C)=O 1-(5-t-butylisoxazol-3-yl)-4-ethoxy-5-hydroxy-3-methyl-imidazolidin-2-one